3-(2-methoxy-4-nitrophenoxy)-1-methylazetidine COC1=C(OC2CN(C2)C)C=CC(=C1)[N+](=O)[O-]